tert-Butyl (R)-3-(((6-(ethoxycarbonyl)-3-fluoropyridin-2-yl)methoxy)methyl)piperazine-1-carboxylate C(C)OC(=O)C1=CC=C(C(=N1)COC[C@H]1CN(CCN1)C(=O)OC(C)(C)C)F